ClC=1C=CC2=C(CC3(CC=4N2C(=NN4)C4CCC(CC4)(CCC)OC)OCCO3)C1 8'-chloro-1'-(cis-4-methoxy-4-propylcyclohexyl)-4'H,6'H-spiro[1,3-dioxolane-2,5'-[1,2,4]triazolo[4,3-a][1]benzazepine]